C1(CCC1)[C@H]1CC2(CN(C2)C(=O)C2CC3(C2)NCOC3)CC1 |r| (rac)-(2s,4s)-2-(6-Cyclobutyl-2-azaspiro[3.4]octane-2-carbonyl)-7-oxa-5-azaspiro[3.4]octan